5-(3,5-Dibromo-4-hydroxybenzyl)pyrimidine-2,4,6(1H,3H,5H)-trione BrC=1C=C(CC2C(NC(NC2=O)=O)=O)C=C(C1O)Br